2,6-dichlorobenzoyl-diphenyl-phosphine oxide ClC1=C(C(=O)P(C2=CC=CC=C2)(C2=CC=CC=C2)=O)C(=CC=C1)Cl